C1(=CC=CC=C1)S(=O)(=O)C=1NC2=CC=CC=C2C1C(C(F)(F)F)=O benzenesulfonyl-3-trifluoroacetylindole